ClC1=NC=C(C(=C1Cl)Cl)Cl 2,3,4,5-tetrachloropyridine